NC1=C(C(=C2CC(CC2=C1)C(=O)OCC)F)NC([C@@H](C)NC(=O)OC(C)(C)C)=O ethyl 6-amino-5-[[(2R)-2-(tert-butoxycarbonylamino)propanoyl]amino]-4-fluoro-indane-2-carboxylate